ClC1=NC(=C2C(=C1)N=CN2)C(=C)OCC 6-chloro-4-(1-ethoxyvinyl)-3H-imidazo[4,5-d]pyridine